3-((1-(1-(2-(carbamoyloxy)ethyl)-1H-pyrazol-4-yl)-6-chloro-2-cyclopropyl-7-fluoro-1H-indol-3-yl)thio)-2-fluorobenzoic acid C(N)(=O)OCCN1N=CC(=C1)N1C(=C(C2=CC=C(C(=C12)F)Cl)SC=1C(=C(C(=O)O)C=CC1)F)C1CC1